4-hydroxy-N-(m-tolyl)pyrrolidine-2-carboxamide OC1CC(NC1)C(=O)NC=1C=C(C=CC1)C